FC(C1=CC=2C(=C3N(CCNC3)C2N=C1)C#N)(F)F 3-(trifluoromethyl)-6,7,8,9-tetrahydropyrido[3',2':4,5]pyrrolo[1,2-a]pyrazine-5-carbonitrile